C(CCCCCCCCCCCCCCC)OC(CCCCCCCCCCCCC)=O Cetylmyristat